C(CCCCCCC\C=C/C\C=C/CCCCC)(=O)OCC(COC(CC12CC3CC(CC(C1)C3)C2)=O)COC(CC2CCN(CC2)C)=O 3-(2-((3r,5r,7r)-adamantan-1-yl)acetoxy)-2-((2-(1-methylpiperidin-4-yl)acetoxy)methyl)propyl (9Z,12Z)-octadeca-9,12-dienoate